C(#N)C=1C2=C(N(N=C2C=C(C1)C=1C=NN(C1)C1OCCCC1)C)C1=CC(=C(C(=O)N[C@H]2C(C2)(F)F)C(=C1)OC)OC(F)F 4-[4-cyano-2-methyl-6-[1-(oxan-2-yl)pyrazol-4-yl]indazol-3-yl]-N-[(1R)-2,2-difluorocyclopropyl]-2-(difluoromethoxy)-6-methoxybenzamide